N-(2,4-dimethyl-6-oxo-1-phenyl-1,6-dihydropyridine-3-carbonyl)-O-((1R,3R)-3-(2-(5,6,7,8-tetrahydro-1,8-naphthyridin-2-yl)ethyl)cyclobutyl)-L-homoserine CC=1N(C(C=C(C1C(=O)N[C@@H](CCOC1CC(C1)CCC1=NC=2NCCCC2C=C1)C(=O)O)C)=O)C1=CC=CC=C1